(E)-3-[4-(trifluoromethoxy)phenyl]prop-2-enoic acid ethyl ester C(C)OC(\C=C\C1=CC=C(C=C1)OC(F)(F)F)=O